C(C)(C)(C)OC(N[C@H](C(=O)NCC1=C(C(=CC=C1)Cl)F)CCSC)=O (S)-(1-((3-chloro-2-fluorobenzyl)amino)-4-(methylthio)-1-oxobutan-2-yl)carbamic acid tert-butyl ester